N-(6-isopropoxy-5-((4-(1-methyl-1H-indol-3-yl)pyrimidin-2-yl)amino)-2-(piperidin-1-yl)pyridin-3-yl)acrylamide C(C)(C)OC1=C(C=C(C(=N1)N1CCCCC1)NC(C=C)=O)NC1=NC=CC(=N1)C1=CN(C2=CC=CC=C12)C